pentafluoro-(2-fluorophenyl)-sulfane FS(C1=C(C=CC=C1)F)(F)(F)(F)F